2-[4-(2-fluorophenyl)-2-oxo-chromen-7-yl]oxypropionic acid ethyl ester C(C)OC(C(C)OC1=CC=C2C(=CC(OC2=C1)=O)C1=C(C=CC=C1)F)=O